2,2,2-Trifluoroethyl 3-(5-ethyl-3-phenyl-1H-indazol-1-yl)-2,2-dimethylpropanoate C(C)C=1C=C2C(=NN(C2=CC1)CC(C(=O)OCC(F)(F)F)(C)C)C1=CC=CC=C1